N1=CC=C(C=C1)C(=O)C1=NC(=NC(=N1)C(=O)C1=CC=NC=C1)C(=O)C1=CC=NC=C1 2,4,6-tris(4-pyridoyl)-1,3,5-triazine